dichlorodi-tert-butyl-(4-dimethylaminophenyl)palladium (II) phosphate P(=O)([O-])([O-])[O-].ClC(C(C)(C)[Pd-](C1=CC=C(C=C1)N(C)C)C(C)(C)C)Cl